9,9-dimethyl-2-(piperazin-1-ylmethyl)-6-((tetrahydro-2H-pyran-4-yl)methoxy)-9,10-dihydroacridine CC1(C2=CC=C(C=C2NC=2C=CC(=CC12)CN1CCNCC1)OCC1CCOCC1)C